3-(5-(7-(1-methyl-1H-pyrazol-4-yl)quinolin-5-yl)pyridin-2-yl)-3,6-diazabicyclo[3.1.1]heptane-6-carboxylic acid tert-butyl ester C(C)(C)(C)OC(=O)N1C2CN(CC1C2)C2=NC=C(C=C2)C2=C1C=CC=NC1=CC(=C2)C=2C=NN(C2)C